5-(1-(tert-Butoxycarbonyl)-3-oxopiperidin-4-yl)-2-(2,6-dimethylpyridin-4-yl)-3-isopropyl-1H-indole-1-carboxylic acid tert-butyl ester C(C)(C)(C)OC(=O)N1C(=C(C2=CC(=CC=C12)C1C(CN(CC1)C(=O)OC(C)(C)C)=O)C(C)C)C1=CC(=NC(=C1)C)C